FC1=C(C(=CC(=C1)OCCN1CC(C1)CF)F)[C@H]1N([C@@H](CC2=C1NC1=CC=CC=C21)C)C[C@@H](C(=O)N(C)C)C (S)-3-((1R,3R)-1-(2,6-difluoro-4-(2-(3-(fluoromethyl)azetidin-1-yl)ethoxy)phenyl)-3-methyl-1,3,4,9-tetrahydro-2H-pyrido[3,4-b]indol-2-yl)-N,N,2-trimethylpropanamide